C(C)(=O)NCCO 2-acetamidoethanol